2-(4-fluorophenyl)-2-(1-(indoline-1-carbonyl)piperidin-4-ylidene)acetonitrile FC1=CC=C(C=C1)C(C#N)=C1CCN(CC1)C(=O)N1CCC2=CC=CC=C12